C1(=CC=CC2=CC=CC=C12)N(C1=CC=CC=C1)C1=CC=C(C=C1)C1(C2=CC=CC=C2C=2C=CC=CC12)C1=CC=C(C=C1)N(C1=CC=CC=C1)C1=CC=CC2=CC=CC=C12 9,9-bis[4-[N-(1-naphthyl)anilino]phenyl]fluorene